2-(1-methyl-1H-indol-5-yl)-3-[2-(1,3-thiazol-4-yl)ethynyl]benzoic acid CN1C=CC2=CC(=CC=C12)C1=C(C(=O)O)C=CC=C1C#CC=1N=CSC1